CCCCCCCCCCCCCCCCCCCCCCCCCCCCCCCCCCC n-pentatricontane